3-Acetyl-1H-pyrazole-5-carboxylate C(C)(=O)C1=NNC(=C1)C(=O)[O-]